1-(2-fluorobenzyl)-6-oxo-1,6-dihydropyrimidine-4-carboxamide FC1=C(CN2C=NC(=CC2=O)C(=O)N)C=CC=C1